C(C)OOP(OOCC)OOCC triethoxyphosphorous acid